ClC1=C2N=CN(C2=NC(=N1)SCCC)CC 6-Chloro-9-ethyl-2-(propylthio)-9H-purine